N-[(4S)-3,4-dihydro-2H-1-benzopyran-4-yl]-7-fluoro-4-(oxolan-3-yl)-8-(2,3,5-trifluorophenyl)quinoline-3-carboxamide O1CC[C@@H](C2=C1C=CC=C2)NC(=O)C=2C=NC1=C(C(=CC=C1C2C2COCC2)F)C2=C(C(=CC(=C2)F)F)F